(1'R,2'R)-4-heptyl-6-methoxy-5'-methyl-2'-(prop-1-en-2-yl)-1',2',3',4'-tetrahydro-[1,1'-biphenyl]-2-ol C(CCCCCC)C=1C=C(C(=C(C1)OC)[C@H]1[C@@H](CCC(=C1)C)C(=C)C)O